2-Cyano(4-ethylphenyl)-3-(3-(5-methyl-1H-imidazol-1-yl)propyl)guanidin C(#N)N=C(NC1=CC=C(C=C1)CC)NCCCN1C=NC=C1C